5-(methoxymethyl)nicotinic acid COCC=1C=NC=C(C(=O)O)C1